(E)-5-((hydroxyimino)methyl)-2-methoxybenzoic acid tert-butyl ester C(C)(C)(C)OC(C1=C(C=CC(=C1)/C=N/O)OC)=O